FC=1C=C(C=CC1)N1C(SC=C1C=1C=C(C(=O)NCCCCN2N=CC=C2)C=CC1)=O 3-(3-(3-fluorophenyl)-4-thiazolinonyl)-N-(4-1-N-pyrazolylbutyl)benzamide